9,9-dimethyl-9H-fluoren-4-ylboronic acid CC1(C2=CC=CC=C2C=2C(=CC=CC12)B(O)O)C